[14C]([O-])(O)=O [14C]bicarbonate